(pyrimidin-5-yl)-4-methoxybenzyl alcohol N1=CN=CC(=C1)C(C1=CC=C(C=C1)OC)O